1-(4-methoxybenzyl)-1H-indazol-6-ol COC1=CC=C(CN2N=CC3=CC=C(C=C23)O)C=C1